6,11-dibromo-1,2,3,4-tetraphenyltriphenylene BrC=1C=C2C=3C(=C(C(=C(C3C3=CC(=CC=C3C2=CC1)Br)C1=CC=CC=C1)C1=CC=CC=C1)C1=CC=CC=C1)C1=CC=CC=C1